NC(C(=O)O)CCN 2,4-diaminobutyric acid